6-oxo-1,4-dihydropyrazine O=C1CNC=CN1